tert-Butyl (1-ethynylcyclopentyl)carbamate C(#C)C1(CCCC1)NC(OC(C)(C)C)=O